8-(3-fluoro-2-methoxypyridin-4-yl)-9-(4-((1-(3-fluoropropyl)azetidin-3-ylidene)methyl)phenyl)-6,7-dihydro-5H-benzo[7]annulene-3-carboxylic acid FC=1C(=NC=CC1C=1CCCC2=C(C1C1=CC=C(C=C1)C=C1CN(C1)CCCF)C=CC(=C2)C(=O)O)OC